COC1=CC(=C(C=C1)NC1=C(C(=O)NC=2C(=NC(=CC2)OC)C)C=C(C=C1)C(F)(F)F)C 2-((4-methoxy-2-methylphenyl)amino)-N-(6-methoxy-2-methylpyridin-3-yl)-5-(trifluoromethyl)benzamide